bis(5-dimethylcarbamoyloxy-2-chloro-4-fluorophenyl) trisulfide CN(C(=O)OC=1C(=CC(=C(C1)SSSC1=C(C=C(C(=C1)OC(N(C)C)=O)F)Cl)Cl)F)C